2-(methylsulfonyl)ethan-1-one CS(=O)(=O)CC=O